C(C)SC1=NN2C(NC=CC2=O)=C1C1=NC=2C(=NC=C(C2)C(F)(F)F)N1C 2-(Ethylthio)-3-(3-methyl-6-(trifluoromethyl)-3H-imidazo[4,5-b]pyridin-2-yl)pyrazolo[1,5-a]pyrimidin-7(4H)-one